2-allyl-6-((4-fluorophenyl)amino)-1-(2-((1-methylpiperidin-4-yl)oxy)pyrimidin-4-yl)-1,2-dihydro-3H-pyrazolo[3,4-d]pyrimidin-3-one C(C=C)N1N(C2=NC(=NC=C2C1=O)NC1=CC=C(C=C1)F)C1=NC(=NC=C1)OC1CCN(CC1)C